Tert-butyl (6-(2-(3-chloro-5-cyanophenyl)-2-methylpropanoyl)pyridin-3-yl)carbamate ClC=1C=C(C=C(C1)C#N)C(C(=O)C1=CC=C(C=N1)NC(OC(C)(C)C)=O)(C)C